Cl.ClC1=CC=C(CNC2=NC3=C(C=CC=C3C(=C2)N2CCC(CC2)NC(C)(C)C)O)C=C1 2-(4-chlorobenzylamino)-4-(4-tert-butylaminopiperidin-1-yl)-8-hydroxyquinoline hydrochloride salt